2-(1-(5-((1-(methylsulfonyl)piperidin-4-yl)methoxy)-4-oxo-4H-pyran-2-yl)ethyl)isoindoline-5-carbonitrile CS(=O)(=O)N1CCC(CC1)COC=1C(C=C(OC1)C(C)N1CC2=CC=C(C=C2C1)C#N)=O